methyl-butyl-phosphinic acid aluminum salt [Al+3].CP([O-])(=O)CCCC.CP([O-])(=O)CCCC.CP([O-])(=O)CCCC